C(C1=CC=CC=C1)OC1=C(C(=C2C=CC(=CC2=C1)NC(CN1N=C(C(=C1C)C1=CC=C2C(=NN(C2=C1)C)C1C(NC(CC1)=O)=O)C)=O)F)N1S(NC(C1)=O)(=O)=O N-[7-benzyloxy-5-fluoro-6-(1,1,4-trioxo-1,2,5-thiadiazolidin-2-yl)-2-naphthyl]-2-[4-[3-(2,6-dioxo-3-piperidyl)-1-methyl-indazol-6-yl]-3,5-dimethyl-pyrazol-1-yl]acetamide